N6-(3-iodobenzyl)-9-(3-cyanopropyl)adenine IC=1C=C(CNC2=C3N=CN(C3=NC=N2)CCCC#N)C=CC1